C(C)(C)C1=C(C=CC=C1)C(NC1=C(C=CC=C1C)C)C1=NC=CC=C1 N-((2-isopropylphenyl)(pyridin-2-yl)methyl)-2,6-dimethylaniline